BrC1=NC=C(C=C1)C=1C2=CC=CC=C2C(=C2C=CC=CC12)C1=CC=NC=C1 2-bromo-5-(10-(pyridin-4-yl)anthracen-9-yl)pyridine